OC1=CC=CC(=N1)N1C(C2CC2C1)C(=O)OC methyl 3-(6-hydroxypyridin-2-yl)-3-azabicyclo[3.1.0]hexane-2-carboxylate